4-((6S)-5-((5-methoxy-7-methyl-1H-indol-4-yl)methyl)octahydrofuro[3,2-c]pyridin-6-yl)benzoic acid COC=1C(=C2C=CNC2=C(C1)C)CN1CC2C(C[C@H]1C1=CC=C(C(=O)O)C=C1)OCC2